ClC(C(F)(F)C(Cl)(Cl)OC(C(C(Cl)F)(F)F)(Cl)Cl)F 2-chloro-1,1,2-trifluoroethyldichloromethyl ether